COC=1C=C2CCN(CC2=CC1NC1=NC2=CC(=CC=C2C=N1)C=1C=C(C=NC1)C(C)(C)O)C 2-(5-{2-[(6-methoxy-2-methyl-1,2,3,4-tetrahydroisoquinolin-7-yl)amino]quinazolin-7-yl}pyridin-3-yl)propan-2-ol